CC(\C=C/C=O)(CC=C(C)C)C (Z)-4,4,7-trimethylocta-2,6-dienal